C(C)C1=C(C=CC=C1)C1N(CCC1)C1CC2(C1)CCN(CC2)C2=CC=C(C(=O)NS(=O)(=O)C1=CC(=C(C=C1)NCC1(CCOCC1)F)[N+](=O)[O-])C=C2 4-(2-(2-(2-ethylphenyl)pyrrolidin-1-yl)-7-azaspiro[3.5]nonan-7-yl)-N-((4-(((4-fluorotetrahydro-2H-pyran-4-yl)methyl)amino)-3-nitrophenyl)sulfonyl)benzamide